CC1=C2C(=C(N=N1)NC(C)C1=CC(=CC=C1)C(F)(F)F)N=C(C=C2)O 5-methyl-8-[1-[3-(trifluoromethyl)phenyl]ethylamino]pyrido[2,3-d]pyridazin-2-ol